FC(C(CCCC)C)(F)F 5-(trifluoromethyl)hexane